FC=1C=C(C=C2C=C(C(=NC12)C)N1CCOCC1)CN1C[C@H]([C@@H](C1)COC)OC=1C=C2CN(C(C2=CC1)=O)[C@@H]1C(NC(CC1)=O)=O (3S)-3-(5-{[(3S,4S)-1-{[8-fluoro-2-methyl-3-(morpholin-4-yl)quinolin-6-yl]methyl}-4-(methoxymethyl)pyrrolidin-3-yl]oxy}-1-oxo-2,3-dihydro-1H-isoindol-2-yl)piperidine-2,6-dione